O1C(=NCC1)C1=C(C=CC=C1)NS(=O)(=O)C1=CC(=CC=C1)C(F)(F)F N-[2-(4,5-Dihydrooxazol-2-yl)phenyl]-3-(trifluoromethyl)benzenesulfonamide